CC1=CC=C(O1)CNC(C1=CC(=CC=C1)NC=1N=NC(=CC1)C1=CC=NC=C1)=O N-[(5-methylfuran-2-yl)methyl]-3-{[6-(pyridin-4-yl)pyridazin-3-yl]amino}benzamide